C(C(=C)C)(=O)OCCP(=O)=C(O)C[N+](C)(C)C 2-(methacryloyloxy)ethylphosphorylcholin